3-(4-((S)-2-((1S,4S)-4-fluorocycloheptyl)-2-(1-methyl-1H-pyrazole-5-carboxamido)acetamido)phenyl)-2,4-dimethylpyridine 1-oxide F[C@@H]1CC[C@H](CCC1)[C@@H](C(=O)NC1=CC=C(C=C1)C=1C(=[N+](C=CC1C)[O-])C)NC(=O)C1=CC=NN1C